N-[2-[(4-bromo-2-methyl-phenyl)sulfonylamino]-3-methyl-phenyl]carbamic acid tert-butyl ester C(C)(C)(C)OC(NC1=C(C(=CC=C1)C)NS(=O)(=O)C1=C(C=C(C=C1)Br)C)=O